COC1=CC=C(CNC2=CC(=C(C=C2)NC(C2=CC=CC=C2)=O)C)C=C1 N-(4-((4-methoxybenzyl)amino)-2-methylphenyl)benzamide